4-(2'-fluoro-[1,1'-biphenyl]-4-yl)-1-morpholinobutan-1-one FC1=C(C=CC=C1)C1=CC=C(C=C1)CCCC(=O)N1CCOCC1